C(C)OC=1C=C(C=CC1OC1=CC=CC=C1)NC(=O)NC 1-(3-ethoxy-4-phenoxyphenyl)-3-methylurea